BrC1=C2C=C(C(=NC2=CC(=C1)C)C(=O)O)C1=CC=C(C=C1)F 5-bromo-3-(4-fluorophenyl)-7-methylquinoline-2-carboxylic acid